C1(=CC(=CC=C1)C#CCO)C 3-(m-tolyl)prop-2-yn-1-ol